nitrophenoxydicarbazolyl-s-triazine [N+](=O)([O-])C1=C(C=2NC3=CC=CC=C3C2C=C1)C1=NC(=NC(=N1)C1=CC=CC=2C3=CC=CC=C3NC12)OC1=CC=CC=C1